BrC1=CC(=C(C=2C=CC=NC12)C(=O)NC1=NC(=NC(=C1)C)N1CCC(CC1)(F)F)N1CCC2(CC2)CC1 8-bromo-N-(2-(4,4-difluoropiperidin-1-yl)-6-methylpyrimidin-4-yl)-6-(6-azaspiro[2.5]oct-6-yl)quinoline-5-carboxamide